O1C=C(C2=C1C=CC=C2)C2=CC1=C(C(=C(O1)C(=O)NCC1CCNCC1)C)C=C2 6-(1-benzofuran-3-yl)-N-(hexahydropyridin-4-ylmethyl)-3-methyl-1-benzofuran-2-carboxamide